5-{6-[(2H3)methylsulfanyl]pyridazin-4-yl}phenol C([2H])([2H])([2H])SC1=CC(=CN=N1)C=1C=CC=C(C1)O